C(C)OC[C@@]1(CN(CC1)CC1=CC=C(C=C1)NC(C)=O)CCC1=CC=CC=C1 (S)-N-(4-((3-(ethoxymethyl)-3-phenethyl-pyrrolidin-1-yl)methyl)phenyl)acetamide